O=C(/C=C/C(=O)O)OC1(CCOCC1)C1=CC=C(C=C1)C(F)(F)F (E)-4-oxo-4-((4-(4-(trifluoromethyl)phenyl)tetrahydro-2H-pyran-4-yl)oxy)but-2-enoic acid